2-cyano-4'-dibromomethyl-biphenyl C(#N)C1=C(C=CC=C1)C1=CC=C(C=C1)C(Br)Br